ClC=1N=C(C=2N(C=3C=CC(=CC3C2N1)CN(C)C)CC(F)(F)F)O 2-chloro-8-[(dimethylamino)methyl]-5-(2,2,2-trifluoroethyl)pyrimido[5,4-b]indol-4-ol